(R)-ethyl 2-(2-((5-(1-aminoisoquinolin-7-yl)-1'-(2-ethoxy-2-oxoethyl)-2,3-dihydrospiro[indene-1,4'-piperidin]-3-yl)oxy)phenyl)acetate NC1=NC=CC2=CC=C(C=C12)C=1C=C2[C@@H](CC3(CCN(CC3)CC(=O)OCC)C2=CC1)OC1=C(C=CC=C1)CC(=O)OCC